3-Amino-6-methoxy-N-[(2S)-3,3,3-trifluoro-2-hydroxy-2-methylpropyl]-5-(trifluoromethyl)pyridine-2-carboxamide NC=1C(=NC(=C(C1)C(F)(F)F)OC)C(=O)NC[C@](C(F)(F)F)(C)O